2-((S)-1-[1,4]Dioxan-2-ylmethoxy)-9-(2-ethoxy-ethoxy)-6,7-dihydro-pyrimido[6,1-a]isoquinolin-4-one O1[C@@H](COCC1)COC1=NC(N2C(C3=CC=C(C=C3CC2)OCCOCC)=C1)=O